methyl-4-hydroxy-6-(1-methyl-1H-pyrazol-4-yl)pyrazolo[1,5-a]pyridine CC1=NN2C(C(=CC(=C2)C=2C=NN(C2)C)O)=C1